N-(3-(4'-((1s,3s)-3-(benzyloxy)cyclobutoxy)-4,5,5',6'-tetrahydro-2H-spiro[furan-3,8'-pyrano[3,4-b]pyridin]-2'-yl)1H-pyrrolo[2,3-c]pyridin-5-yl)acetamide C(C1=CC=CC=C1)OC1CC(C1)OC1=C2C(=NC(=C1)C1=CNC3=CN=C(C=C31)NC(C)=O)C3(OCC2)COCC3